(S)-2-(2-Amino-2-[2-(6-bromobenzo[d]isoxazol-3-yl)phenyl]ethyl)-3-methylpyridine-6-carbonitrile N[C@@H](CC1=NC(=CC=C1C)C#N)C1=C(C=CC=C1)C1=NOC2=C1C=CC(=C2)Br